ClC=1C=CC(=C(C1)C1=CC(N(C=C1OC)CC(=O)NC1=CC=C(C(=O)O)C=C1)=O)N1N=NN=C1 4-[({4-[5-chloro-2-(1H-tetrazol-1-yl)phenyl]-5-methoxy-2-oxopyridin-1(2H)-yl}acetyl)amino]benzoic acid